C1(CCC1)NC=1C2=C(N=C(N1)NC1=CC=C(C3=C1OCCO3)C(=O)N3CCOCC3)NC=C2C(F)(F)F (8-((4-(cyclobutylamino)-5-(trifluoromethyl)-7H-pyrrolo[2,3-d]pyrimidin-2-yl)amino)-2,3-dihydrobenzo[b][1,4]dioxin-5-yl)(morpholino)methanone